C(CCCCC)C(COC(C(=CCCCCC(CCCCCCCCCC)N(CCCCCCC(C(=O)OCC(CCCCCCCC)CCCCCC)(F)F)C(CCCN(C)C)=O)CC(CCCCCCCC)CCCCCC)=O)CCCCCCCC 2-hexyldecyl-8-(N-{7,7-difluoro-8-[(2-hexyldecyl)oxy]-8-oxooctyl}-4-(dimethylamino)butyrylamino)octadecenoic acid 2-hexyldecyl ester